Cl.FC=1C=C(C=CC1C)C1(CNC(C1)C)C=1SC=CN1 2-(3-(3-fluoro-4-methylphenyl)-5-methylpyrrolidin-3-yl)thiazole hydrochloride